ClC=1C=C(C=CC1F)NC1=NC=NC2=CC(=C(C=C12)OCCCN1CCC(CC1)CN1C[C@H](CCC1)NC=1C=C2C(N(C(C2=CC1)=O)C1C(NC(CC1)=O)=O)=O)OC 5-(((S)-1-((1-(3-((4-((3-chloro-4-fluorophenyl)amino)-7-methoxyquinazolin-6-yl)oxy)propyl)piperidin-4-yl)methyl)piperidin-3-yl)amino)-2-(2,6-dioxopiperidin-3-yl)isoindoline-1,3-dione